FC1(CN(CCC1)C(=O)OC(C)(C)C)C(=O)OC 1-(tert-butyl) 3-methyl 3-fluoropiperidine-1,3-dicarboxylate